C(C)CC(=O)O.N1C(=CC2=CC=CC=C12)C(=O)O indole-carbate (ethyl acetate)